C(C)(C)(C)OC(=O)N1C[C@@H](CCC1)OCC(C(C)C)=O (3R)-3-(3-methyl-2-oxobutoxy)piperidine-1-carboxylic acid tert-butyl ester